C(C)(C)(C)OC(=O)N[C@H](CCC(=O)OCC1=CC=CC=C1)CCO benzyl (4R)-4-(tert-butoxycarbonylamino)-6-hydroxy-hexanoate